FC(C(=O)O)(F)F.C(#N)C1(CC1)NC([C@H](CC(C)(C)F)NC(C(F)(F)F)C=1C=CC2=C(OC3=C2C=C(C=C3)C(C(F)F)O)C1)=O (2S)-N-(1-cyanocyclopropyl)-2-((1-(8-(2,2-difluoro-1-hydroxyethyl)dibenzo[b,d]furan-3-yl)-2,2,2-trifluoroethyl)amino)-4-fluoro-4-methylpentanamide trifluoroacetate